C(C)(C)(C)C(C)OCCOCCO diethyleneglycol tertbutylethyl ether